(E)-1H-purine-2,6-dione N1C(N=C2N=CN=C2C1=O)=O